1-(4-(5-((4-amino-2-(pentan-2-ylamino)imidazo[2,1-f][1,2,4]triazin-7-yl)methyl)-3-methylpyridin-2-yl)piperazin-1-yl)-2-(methylamino)ethan-1-one NC1=NC(=NN2C1=NC=C2CC=2C=C(C(=NC2)N2CCN(CC2)C(CNC)=O)C)NC(C)CCC